3,3,4,4,5,5,6,6,7,7,8,8,9,9,10,10,11,11,12,12,12-Heneicosafluorododecyltrichlorosilane FC(CC[Si](Cl)(Cl)Cl)(C(C(C(C(C(C(C(C(C(F)(F)F)(F)F)(F)F)(F)F)(F)F)(F)F)(F)F)(F)F)(F)F)F